N[C@H](C(=O)O)[C@@H](C)C1=CNC2=CC=CC(=C12)Cl (2S,3S)-2-amino-3-(4-chloro-1H-indol-3-yl)butanoic acid